Dimethylepoxyhexane CC1(C(CCCC)O1)C